NC[C@H]1C[C@H](C1)NC(=O)N1[C@H](C2=CC=CC=C2CC1)C1=CC=C(C=C1)F (S)-N-(cis-3-(aminomethyl)cyclobutyl)-1-(4-fluorophenyl)-3,4-dihydroisoquinoline-2(1H)-carboxamide